N1=CC=CC=2CC(CNC12)=O naphthyridin-6(8H)-one